α-bromo-γ-butyrolactone BrC1C(=O)OCC1